[O-2].[O-2].[Ti+4].[Ni+2] nickel-titanium dioxide